CNC(=O)C1CCS(CC1)(=O)=O N-methyl-1,1-dioxo-1lambda6-thiane-4-carboxamide